ClC1=C(C#N)C(=CC(=N1)C)C=1SC=CC1 2-chloro-6-methyl-4-(thiophene-2-yl)nicotinonitrile